2-((2S,4S)-4-(7-bromo-8-cyano-4-(3-(dimethylamino)azetidin-1-yl)-6-fluoro-1H-[1,2,3]triazolo[4,5-c]quinolin-1-yl)-1-(tert-butoxycarbonyl)piperidin-2-yl)acetic acid BrC=1C(=CC=2C3=C(C(=NC2C1F)N1CC(C1)N(C)C)N=NN3[C@@H]3C[C@H](N(CC3)C(=O)OC(C)(C)C)CC(=O)O)C#N